C1(CC1)NC1=NC(=NC2=CC(=C(C=C12)OC)OCCCN1CCCC1)N1CCC(CC1)(F)F N-cyclopropyl-2-(4,4-difluoropiperidin-1-yl)-6-methoxy-7-(3-(pyrrolidin-1-yl)propoxy)quinazolin-4-amine